[Si](C)(C)(C(C)(C)C)OC[C@H]1NCCOC1 (3S)-3-[[(tert-butyldimethylsilyl)oxy]methyl]morpholine